diphenyl-(4-vinylphenyl)phosphine isoamyl-3-methylbutanoate C(CC(C)C)OC(CC(C)C)=O.C1(=CC=CC=C1)P(C1=CC=C(C=C1)C=C)C1=CC=CC=C1